2-fluoro-4-(3-methoxypyrroline-1-yl)formyl-benzaldehyde FC1=C(C=O)C=CC(=C1)C(=O)N1C=C(CC1)OC